6-[3-(4-mesyl-2-anisidino)-1-propynyl]-4-(3-methoxy-1-methyl-4-piperidylamino)-1-(2,2,2-trifluoroethyl)indole S(=O)(=O)(C)C=1C=C(C(OC)=CC1)NCC#CC1=CC(=C2C=CN(C2=C1)CC(F)(F)F)NC1C(CN(CC1)C)OC